3-(3-Chloro-4-fluorophenyl)-1-(2-((2,2-difluoroethyl)amino)ethyl)-1-(1-(1-oxo-1,2-dihydroisoquinolin-4-yl)ethyl)urea ClC=1C=C(C=CC1F)NC(N(C(C)C1=CNC(C2=CC=CC=C12)=O)CCNCC(F)F)=O